FC1=CC=CC=2N=NN(C(C21)=O)CC(=O)N[C@@H](C)C2=CC=C(C=C2)OC (S)-2-(5-fluoro-4-oxo-benzo[d][1,2,3]triazin-3(4H)-yl)-N-(1-(4-methoxyphenyl)ethyl)acetamide